5-cyclopropyl-3-(4-((2,4-dimethoxybenzyl)amino)-7-isopropyl-7H-pyrrolo[2,3-d]Pyrimidin-5-yl)isoxazole C1(CC1)C1=CC(=NO1)C1=CN(C=2N=CN=C(C21)NCC2=C(C=C(C=C2)OC)OC)C(C)C